4-Phenyl-6-(1,3,4,5-tetrahydro-2H-benzazepin-2-yl)pyrimidin-2-amine C1(=CC=CC=C1)C1=NC(=NC(=C1)C1NC2=C(CCC1)C=CC=C2)N